3-Methyl-N-(naphthalen-1-yl)-5-oxo-1-phenyl-4,5-dihydro-1H-pyrazole-4-carboxamide CC1=NN(C(C1C(=O)NC1=CC=CC2=CC=CC=C12)=O)C1=CC=CC=C1